BrC1=C(C=C(C=C1)NC1=NC=C(C(=N1)NN1C(OC2=C1C=CC=C2)=O)C)C(F)(F)F [2-(4-bromo-3-trifluoromethyl-phenylamino)-5-methyl-pyrimidin-4-ylamino]-3H-benzooxazol-2-one